succinimidyl-6-[β-maleimidopropionamido]-hexanoate C1(CCC(N1C(C(=O)[O-])CCCCNC(CCN1C(C=CC1=O)=O)=O)=O)=O